N-[(1S)-1-[[6-chloro-5-[3,5-dimethyl-1-(2-trimethylsilylethoxymethyl)pyrazol-4-yl]-2-pyridyl]carbamoyl]-2,2-dicyclopropyl-ethyl]-3-methyl-isoxazole-4-carboxamide ClC1=C(C=CC(=N1)NC(=O)[C@H](C(C1CC1)C1CC1)NC(=O)C=1C(=NOC1)C)C=1C(=NN(C1C)COCC[Si](C)(C)C)C